(2R,4S)-1-acetyl-4-(3-(cyclopropylmethoxy)-4-(difluoromethoxy)phenoxy)pyrrolidine-2-carboxylic acid methyl ester COC(=O)[C@@H]1N(C[C@H](C1)OC1=CC(=C(C=C1)OC(F)F)OCC1CC1)C(C)=O